6-bromoacetyl-2,2-dimethyl-4H-benzo[1,3]dioxin BrCC(=O)C=1C=CC2=C(COC(O2)(C)C)C1